(E)-2-Octenyl acetate C(C)(=O)OC\C=C\CCCCC